FC1=C(CS(=O)(C)=NC2=C(C=C(C=C2)C2=NOC(=N2)C(F)(F)F)OC)C=CC=C1 (2-fluorobenzyl)((2-methoxy-4-(5-(trifluoromethyl)-1,2,4-oxadiazol-3-yl)phenyl)imino)(methyl)-λ6-sulfanone